[Cl-].ClCC1=NC=C(C(=C1C)OC)C 2-chloromethyl-4-methoxyl-3,5-dimethylpyridine chloride